cyanomethyl (S)-2-((tert-butoxycarbonyl)amino)-3-(4-(4-(4-carbamoylthiazol-2-yl)-5-methyloxazol-2-yl)thiazol-2-yl)propanoate C(C)(C)(C)OC(=O)N[C@H](C(=O)OCC#N)CC=1SC=C(N1)C=1OC(=C(N1)C=1SC=C(N1)C(N)=O)C